ClC(C1=NC(=NO1)C1=CC=C(C=C1)C(CS(=O)(=O)C1=CC=CC=C1)=O)(F)F 1-(4-(5-(chlorodifluoromethyl)-1,2,4-oxadiazol-3-yl)phenyl)-2-(phenylsulfonyl)ethan-1-one